8-(8-((2,3-dichlorophenyl)thio)imidazo[1,2-c]pyrimidin-5-yl)-2-oxa-8-azaspiro[4.5]decan-4-amine ClC1=C(C=CC=C1Cl)SC=1C=2N(C(=NC1)N1CCC3(C(COC3)N)CC1)C=CN2